(4-(4-fluorophenyl)-6-(trifluoromethyl)-2H-chromen-3-yl)methanol FC1=CC=C(C=C1)C1=C(COC2=CC=C(C=C12)C(F)(F)F)CO